N-(4-(4-amino-1-isopropyl-7-((1r,4r)-4-((2-methoxyethyl)amino)cyclohexyl)-1H-pyrazolo[4,3-c]pyridin-3-yl)-2,5-difluorophenyl)-2-fluoro-5-(trifluoromethoxy)benzenesulfonamide NC1=NC=C(C2=C1C(=NN2C(C)C)C2=CC(=C(C=C2F)NS(=O)(=O)C2=C(C=CC(=C2)OC(F)(F)F)F)F)C2CCC(CC2)NCCOC